N-[(3S,4R)-3-fluoro-1-methyl-3-methyl-4-piperidyl]-6-{3-[4-(N-methylcarbamoyl)-2-anisidino]-1-propynyl}-1-(2,2,2-trifluoroethyl)-1H-benzo[d]imidazole-4-carboxamide F[C@]1(CN(CC[C@H]1NC(=O)C1=CC(=CC=2N(C=NC21)CC(F)(F)F)C#CCNC=2C(OC)=CC=C(C2)C(NC)=O)C)C